methyl((1-((2-(3,5-dichlorophenyl)-6-((2-(4-(2-hydroxyethyl)piperazin-1-yl)pyrimidin-5-yl)oxy)pyridin-4-yl)methyl)piperidin-4-yl)methyl)carbamate COC(NCC1CCN(CC1)CC1=CC(=NC(=C1)OC=1C=NC(=NC1)N1CCN(CC1)CCO)C1=CC(=CC(=C1)Cl)Cl)=O